2-[(1S,4S,5S)-5-[[5-cyclopropyl-3-(2,6-dichlorophenyl)-1,2-oxazol-4-yl]methoxy]-2-azabicyclo[2.2.1]heptan-2-yl]-4-fluoro-1,3-benzothiazole-6-carboxylic acid C1(CC1)C1=C(C(=NO1)C1=C(C=CC=C1Cl)Cl)CO[C@@H]1[C@@H]2CN([C@H](C1)C2)C=2SC1=C(N2)C(=CC(=C1)C(=O)O)F